FC=1C=C(C=C(C1)F)[C@@H]1CC[C@H]2OC3(C(N21)=O)CCN(CC3)C(C3=C(C=C(C=C3)O)F)=O (5'S,7a'R)-5'-(3,5-difluoro-phenyl)-1-(2-fluoro-4-hydroxybenzoyl)tetrahydro-3'H-spiro[piperidine-4,2'-pyrrolo[2,1-b]oxazol]-3'-one